C(C)OCOC1=C(C=CC(=C1C)C(F)(F)F)B1OC(C(O1)(C)C)(C)C 2-[2-(ethoxymethoxy)-3-methyl-4-(trifluoromethyl)phenyl]-4,4,5,5-tetramethyl-1,3,2-dioxaborolane